N=S1(CC=CC=C1)=O 1-Imino-1-oxothiopyran